C1(CCCC2=CC=CC=C12)C(=O)OC Methyl 1,2,3,4-tetrahydronaphthalene-1-carboxylate